BrC1=C(C=C(C=C1)C1(CC1)NC(=O)C=1N=CSC1)C N-(1-(4-bromo-3-methylphenyl)cyclopropyl)thiazole-4-carboxamide